S1C(=CC=2C=NC=CC21)C2=CNC=1N=C(N=CC12)NCCC(F)(F)F 5-(thieno[3,2-c]pyridin-2-yl)-N-(3,3,3-trifluoropropyl)-7H-pyrrolo[2,3-d]pyrimidin-2-amine